androstane-3α,17α-diol C[C@@]12[C@@H](CC[C@H]1[C@@H]1CCC3C[C@@H](CC[C@]3(C)[C@H]1CC2)O)O